FC=1C(=NC(=NC1)C(C)C)NC=1C2=C(NN1)C(N(C2)C(=O)N2[C@H](CN(C(C2)(C)C)C)C)(C)C N-(5-fluoro-2-isopropylpyrimidin-4-yl)-6,6-dimethyl-5-{[(2S)-2,4,5,5-tetramethylpiperazin-1-yl]carbonyl}-1,4,5,6-tetrahydropyrrolo[3,4-c]pyrazol-3-amine